C(#N)C1=CC=C(C=C1)CS(=O)(=O)NC1=C(C(=C(OC2=NC=CC=C2C2=NC(=NC=C2)N[C@@H]2CN(C[C@H](C2)F)C(=O)OCC2=CC=CC=C2)C(=C1F)C)F)F benzyl (3S,5S)-3-((4-(2-(4-(((4-cyanophenyl)methyl)sulfonamido)-2,3,5-trifluoro-6-methylphenoxy)pyridin-3-yl)pyrimidin-2-yl)amino)-5-fluoropiperidine-1-carboxylate